C[C@@]1(C(NCC1)=O)C(=O)NNC(=O)C1=C2N(N=C1NC1=CC=C(C=C1)C(F)(F)F)CCC2 (R)-N'-(3-methyl-2-oxopyrrolidine-3-carbonyl)-2-((4-(trifluoromethyl)phenyl)amino)-5,6-dihydro-4H-pyrrolo[1,2-b]pyrazole-3-carbohydrazide